ethyl (4E)-3,3-dimethyl-4-[3-(6-methylpyridin-2-yl)prop-2-yn-1-ylidene]piperidine-1-carboxylate CC/1(CN(CC\C1=C/C#CC1=NC(=CC=C1)C)C(=O)OCC)C